C[Si](N1C(=NC=C1)CO[Si](OC)(C)CCC)(C)C N-trimethylsilyl(imidazole-2-yl)propyl(methyl)dimethoxysilane